NC=1N=C(SC1C(=O)C1=CC=CC=C1)NC1=CC=C(C=C1)Cl [4-amino-2-{4-chloroanilino}thiazol-5-yl]-phenyl-methanone